4-bromo-2-iodo-1-(methylsulfinyl)benzene BrC1=CC(=C(C=C1)S(=O)C)I